C(C1=CC=CC=C1)OC(=O)NC[C@H]1O[C@H]([C@H]2[C@@H]1OC(O2)(C)C)CC(=O)ON2C(CCC2=O)=O 2,5-dioxopyrrolidin-1-yl 2-((3aS,4S,6R,6aR)-6-((((benzyloxy)carbonyl)amino)methyl)-2,2-dimethyltetrahydrofuro[3,4-d][1,3]dioxol-4-yl)acetate